CS(=O)(=O)N1CC(C1)OC1=CC=C(C=C1)O 4-((1-(methylsulfonyl)azetidin-3-yl)oxy)phenol